vanadium-iron-calcium [Ca].[Fe].[V]